4-(2-(4-(5-chloro-2-(1H-pyrazol-4-yl)phenyl)-2,5-dioxopiperazin-1-yl)-3-phenylpropanamido)benzoic acid ClC=1C=CC(=C(C1)N1CC(N(CC1=O)C(C(=O)NC1=CC=C(C(=O)O)C=C1)CC1=CC=CC=C1)=O)C=1C=NNC1